C(#N)C1=C(C=CC=C1)[C@@H]([C@H](C)C=1N(C(C(=C(N1)C(=O)NC=1C=NOC1)O)=O)C)C=1C(=NN(C1)C)C(F)(F)F 2-((1r,2s)-1-(2-cyanophenyl)-1-(1-methyl-3-(trifluoromethyl)-1H-pyrazol-4-yl)propan-2-yl)-5-hydroxy-N-(isoxazol-4-yl)-1-methyl-6-oxo-1,6-dihydropyrimidine-4-carboxamide